CNC1=CC=C(C=C1)NCCCCN 4-methylaminophenyl-tetramethylenediamine